(S)-N-hydroxy-4-(((isoquinolin-1-ylmethyl)(5,6,7,8-tetrahydroquinolin-8-yl)amino)methyl)benzamide ONC(C1=CC=C(C=C1)CN([C@H]1CCCC=2C=CC=NC12)CC1=NC=CC2=CC=CC=C12)=O